N(=[N+]=[N-])[C@@](COC)(C)C1=CN=C(C2=CN=C(C=C12)Cl)OC1CC1 (S)-4-(2-Azido-1-methoxypropan-2-yl)-6-chloro-1-cyclopropoxy-2,7-naphthyridine